1-(4-bromo-2-fluorobenzyl)-4,4-dimethylpiperidine BrC1=CC(=C(CN2CCC(CC2)(C)C)C=C1)F